6-((1H-pyrazol-4-yl)sulfonyl)-2-((3,5-difluoro-6-methylpyridin-2-yl)methyl)phthalazin-1(2H)-one N1N=CC(=C1)S(=O)(=O)C=1C=C2C=NN(C(C2=CC1)=O)CC1=NC(=C(C=C1F)F)C